3-((3,3-Dibutyl-7-chloro-1,1-dioxo-5-phenyl-2,3,4,5-tetrahydro-1,2,5-benzothiadiazin-8-yl)oxy)propanoic acid C(CCC)C1(NS(C=2C(C1)N(C=C(C2OCCC(=O)O)Cl)C2=CC=CC=C2)(=O)=O)CCCC